[Cl-].[OH3+] oxonium chloride salt